N1C(=NC2=C1C=CC=C2)C=2C=C(C=CC2)NC=2C=CC(=C(C2)O)C=2N=NC=CC2 5-((3-(1H-benzo[d]imidazol-2-yl)phenyl)amino)-2-(pyridazin-3-yl)phenol